CBZdibenzoazepine C(=O)(OCC1=CC=CC=C1)C1=CC=CC2=C1C1=C(C=CN2)C=CC=C1